C(C#C)N1N=CN=C1 prop-2-ynyl-1H-1,2,4-triazole